BrC1=C(C(=CC2=CC(=CC=C12)Br)Br)N 1,3,6-tribromonaphthalene-2-amine